FC=1C=C(C=CC1F)NC=1OC2=C(N1)C=CC(=C2)F N-(3,4-difluorophenyl)-6-fluorobenzo[d]oxazol-2-amine